N-((3S,4S)-4-(4-chlorophenyl)-1-(imidazo[1,5-a]pyridine-8-carbonyl)piperidin-3-yl)-1H-imidazole-5-carboxamide ClC1=CC=C(C=C1)[C@H]1[C@@H](CN(CC1)C(=O)C=1C=2N(C=CC1)C=NC2)NC(=O)C2=CN=CN2